NC=1NC(C=2N(C=NC2N1)CC(=O)O)=O 2-(2-amino-6-oxo-1,6-dihydro-purin-7-yl)acetic acid